bromoethynyl-triisopropyl-silane BrC#C[Si](C(C)C)(C(C)C)C(C)C